tert-Butyl 2-((1-(5-(trifluoromethyl)pyrimidin-2-yl)piperidin-4-yl)oxy)acetate FC(C=1C=NC(=NC1)N1CCC(CC1)OCC(=O)OC(C)(C)C)(F)F